C(=O)(O)C1(CC1)CCCCCCOCCCCCC1CC1 1-(5-((6-(1-carboxycyclopropyl)hexyl)oxy)pentyl)cyclopropane